3-isobutyrylbenzo[b]thiophene-2-carboxylic acid methyl ester COC(=O)C1=C(C2=C(S1)C=CC=C2)C(C(C)C)=O